FC1(CCN(CC1)C(=O)C=1C=C2C=CC=C(C2=CC1)C=1C=C2C=CNC(C2=CN1)=O)F 6-(6-(4,4-difluoropiperidine-1-carbonyl)naphthalen-1-yl)-2,7-naphthyridin-1(2H)-one